(6-chloro-4-methylpyridazin-3-yl)(pyridin-3-yl)methanone ClC1=CC(=C(N=N1)C(=O)C=1C=NC=CC1)C